7-chloro-3-(2,6-dichloro-3,5-dimethoxyphenyl)-1-ethyl-3,4-dihydropyrimido[4,5-d]pyrimidine-2(1H)-thione ClC1=NC=C2C(=N1)N(C(N(C2)C2=C(C(=CC(=C2Cl)OC)OC)Cl)=S)CC